FC(COC(OCC(F)F)(OCC(F)F)OCC(F)F)F tetrakis(2,2-difluoroethoxy)-methane